C(C)(C)(C)OC(=O)N1C(OCC1(C(=O)O)CC)C(C)(C)C 3-(tert-butoxycarbonyl)-2-(tert-butyl)-4-ethyloxazolidine-4-carboxylic acid